N-((1R,4r)-4-((((R)-2-(5-Fluoropyridin-3-yl)-2-hydroxyethyl)amino)-methyl)cyclohexyl)acetamide FC=1C=C(C=NC1)[C@H](CNCC1CCC(CC1)NC(C)=O)O